(tert-butyl 4-((1-cyclopropyl-3-(4,4-dimethylcyclohex-1-en-1-yl)-1H-pyrazol-4-yl) oxy) pyridin-2-yl) carbamate C(N)(OC1=NC=CC(=C1C(C)(C)C)OC=1C(=NN(C1)C1CC1)C1=CCC(CC1)(C)C)=O